C1=CC=C(C=2OC3=C(C21)C=CC=C3)C3=CC=C(C=C3)C3=CC=CC2=C3C3=C(O2)C=2C=CC=CC2C=C3 7-(4-dibenzofuran-4-ylphenyl)naphtho[1,2-b]Benzofuran